OCCS(=O)(=O)C=1C=C(C(=O)O)C=CC1 3-[(2-Hydroxyethyl)sulfonyl]benzoic acid